2-[TRIS(hydroxymethyl)methyl]aminoethanesulfonic acid OCC(CO)(CO)NCCS(=O)(=O)O